O[C@@H]1C[C@H](N(C1)C([C@H](C(C)C)N1C(C2=CC=CC=C2C1)=O)=O)C(=O)NCC1=C(OCCOCCOCC(=O)O)C=C(C=C1)C1=C(N=CS1)C 2-(2-(2-(2-(((2S,4R)-4-hydroxy-1-((S)-3-methyl-2-(1-oxoisoindolin-2-yl)butanoyl)pyrrolidine-2-carboxamido)methyl)-5-(4-methylthiazol-5-yl)phenoxy)ethoxy)ethoxy)acetic acid